FC1=CC=C(CS(=O)(=O)N2CC=3C=CC(=NC3CC2)N2CCNCC2)C=C1 6-((4-fluorobenzyl)sulfonyl)-2-(piperazin-1-yl)-5,6,7,8-tetrahydro-1,6-naphthyridine